O1C=NC=C1C1=CC=C(C=C1)NC(=O)C=1NC(=CN1)C1=C(C=CC=C1)C(=O)N1CCCCC1 N-(4-(oxazol-5-yl)phenyl)-5-(2-(piperidine-1-carbonyl)phenyl)-1H-imidazole-2-carboxamide